NC1=CC=C(C(=C1C(=O)N(C)C)F)C=1C(=C2C(=NC1)NC[C@]21C[C@@H](CC1)N1N=CC(=C1)CC)Cl 6-Amino-3-((1R,3R)-4'-chloro-3-(4-ethyl-1H-pyrazol-1-yl)-1',2'-dihydrospiro[cyclopentane-1,3'-pyrrolo[2,3-b]pyridin]-5'-yl)-2-fluoro-N,N-dimethylbenzamide